2-(3-fluoro-2-nitro-phenyl)acetonitrile FC=1C(=C(C=CC1)CC#N)[N+](=O)[O-]